2-[1-[2-(2-Cyano-6-quinolyl)-6-methyl-4-oxo-chromen-8-yl]ethylamino]benzoic acid C(#N)C1=NC2=CC=C(C=C2C=C1)C=1OC2=C(C=C(C=C2C(C1)=O)C)C(C)NC1=C(C(=O)O)C=CC=C1